BrC1=C(C(=O)OC)C=CC(=C1)CN1CCOCC1 methyl 2-bromo-4-(morpholinomethyl)benzoate